diethyl 2,2-dipropylpropanedioate C(CC)C(C(=O)OCC)(C(=O)OCC)CCC